(1S,2R)-1-(2-methoxy-5-methylphenyl)-2-(2-methylphenyl)-N-(2-methylquinoline-5-sulfonyl)cyclopropane-1-carboxamide COC1=C(C=C(C=C1)C)[C@]1([C@H](C1)C1=C(C=CC=C1)C)C(=O)NS(=O)(=O)C=1C=2C=CC(=NC2C=CC1)C